2-[(7R)-4-cyclopropyl-7-tetrahydropyran-3-yl-5,6-dihydropyrrolo[2,3-c]pyridazin-3-yl]-5-(trifluoromethyl)phenol C1(CC1)C=1C2=C(N=NC1C1=C(C=C(C=C1)C(F)(F)F)O)N(CC2)C2COCCC2